ClC=1C=C(CCNC2=NC3=CC=CC=C3C(=N2)NCCN2CCN(CC2)C)C=C(C1)Cl N2-(3,5-dichlorophenethyl)-N4-(2-(4-methylpiperazin-1-yl)ethyl)quinazoline-2,4-diamine